2-bromo-6-chloro-3-methoxypyridine BrC1=NC(=CC=C1OC)Cl